OCC1(CCC1)C=1C(=NC=CC1)C(=O)N [1-(hydroxymethyl)cyclobutyl]pyridine-2-carboxamide